tert-butyl (R)-3-(4-(1-(3-((tert-butoxycarbonyl) amino) propyl)-2-nitro-1H-imidazol-4-yl) phenoxy)-2-hydroxypropionate C(C)(C)(C)OC(=O)NCCCN1C(=NC(=C1)C1=CC=C(OC[C@H](C(=O)OC(C)(C)C)O)C=C1)[N+](=O)[O-]